C(C)OC(C[C@H]1CN(CCC1)C([C@@H](C)OC1=CC=C2C(=CC=NC2=C1)C1=C(C=C(C=C1)F)Cl)=O)=O.NCCOCCC aminoethoxypropane ethyl-2-[(3S)-1-[(2R)-2-[[4-(2-chloro-4-fluoro-phenyl)-7-quinolyl]oxy]propanoyl]-3-piperidyl]acetate